ClC1=CC=C(C=C1)C1=C(C=C(C=C1)C)C1=CC=CC=N1 6-(4'-chloro-4-methylbiphenyl-2-yl)pyridine